ClC=1C=CC(=C(C1)C(C(=O)O)(C)C)F 2-(5-chloro-2-fluorophenyl)-2-methylpropanoic acid